3-chloro-5-{1-hydroxy-2-[(3s,4s)-3-[(4-methylsulfonylphenoxy)methyl]-4-methylpyrrolidin-1-yl]ethyl}benzonitrile ClC=1C=C(C#N)C=C(C1)C(CN1C[C@H]([C@@H](C1)C)COC1=CC=C(C=C1)S(=O)(=O)C)O